2-(difluoromethyl)morpholine FC(C1CNCCO1)F